5-[6-(4,4-difluoropiperidine-1-carbonyl)-1-naphthyl]-3-fluoro-pyridine-2-carboxamide FC1(CCN(CC1)C(=O)C=1C=C2C=CC=C(C2=CC1)C=1C=C(C(=NC1)C(=O)N)F)F